ClC=1C=C(C=C(C1)Br)N1NC(=CC(=N1)C1=CC=CC=C1)C1=CC=CC=C1 2-(3-chloro-5-bromophenyl)-4,6-diphenyltriazine